6-(3-isopropyl-5-(1-isopropylpiperidin-4-yl)-1H-indol-2-yl)-7,8-dimethyl-[1,2,4]triazolo[4,3-a]pyridine C(C)(C)C1=C(NC2=CC=C(C=C12)C1CCN(CC1)C(C)C)C=1C(=C(C=2N(C1)C=NN2)C)C